(R)-7-(3-fluorophenyl)-4,5,6,7-tetrahydropyrazolo[1,5-a]pyrimidine-3-carbonitrile FC=1C=C(C=CC1)[C@H]1CCNC=2N1N=CC2C#N